C(C)C1=C(C=2N(N=C1C=1C(=NC=CC1)OCC)C(=NC2C(C)C)C)N(CC2=NC(=NO2)C)CC2=CC=C(C=C2)OC ethyl-2-(2-ethoxypyridin-3-yl)-5-isopropyl-N-(4-methoxybenzyl)-7-methyl-N-((3-methyl-1,2,4-oxadiazol-5-yl)methyl)imidazo[1,5-b]pyridazin-4-amine